CC=1N=C(SC1)C1=NC(=CC(=N1)O)O 2-(4-methylthiazol-2-yl)pyrimidine-4,6-diol